ClC1=C(C(=O)NC2=CC=C(C=C2)C2=NN(C(=C2)NC(=O)N2CCOCC2)C)C=CC=C1 N-(3-(4-(2-Chlorobenzamido)phenyl)-1-methyl-1H-pyrazol-5-yl)morpholine-4-carboxamide